[Cl-].C(CCC)[Ti+](CCCC)CCCC Tri-n-butyl-titanium chloride